FC(C=1C(=C(C=CC1)[C@@H](C)NC1=C(C(=NC(=N1)OC)C(C(=O)NC1=CN=NC=C1)C)C1OCCO1)F)F 2-(6-(((R)-1-(3-(difluoromethyl)-2-fluorophenyl)ethyl)amino)-5-(1,3-dioxolan-2-yl)-2-methoxypyrimidin-4-yl)-N-(pyridazin-4-yl)propionamide